6'-fluoro-4'-oxo-N-(3-sulfamoylbenzoyl)-3',4'-dihydro-1'H-spiro[piperidine-4,2'-quinoline]-1-carboxamide FC=1C=C2C(CC3(NC2=CC1)CCN(CC3)C(=O)NC(C3=CC(=CC=C3)S(N)(=O)=O)=O)=O